FC1(CC1)C(=O)N(C)OC 1-fluoro-N-methoxy-N-methyl-cyclopropanecarboxamide